2-(tert-butyl)-8-(4-morpholinylquinazolin-7-yl)pyrido[4,3-d]pyrimidine-2,5-diamine C(C)(C)(C)C1(N=CC2=C(N1)C(=CN=C2N)C2=CC=C1C(=NC=NC1=C2)N2CCOCC2)N